ClC=1C=CC(=C(C1)C1=CC(=C(N=N1)OC1COCC1)NC=1C(=NC=CC1)C1C(CC1C(=O)N)N1CCN(CC1)C)F 4-{[6-(5-chloro-2-fluorophenyl)-3-(oxolan-3-yloxy)pyridazin-4-ylamino]pyridin-2-yl}-3-(4-methylpiperazin-1-yl)cyclobutane-1-carboxamide